BrC=1C=CC=C2CN(C(C12)=O)[C@H](C(=O)OC)CO methyl (S)-2-(7-bromo-1-oxoisoindolin-2-yl)-3-hydroxypropanoate